(S)-3-(benzo[d]thiazol-5-ylamino)-3-(2,3-dichloro-6-fluorophenyl)pyrrolidine-1-carboxylate S1C=NC2=C1C=CC(=C2)N[C@]2(CN(CC2)C(=O)[O-])C2=C(C(=CC=C2F)Cl)Cl